(E)-N-(2-aminoethyl)-3-(3-(3,5-bis(trifluoromethyl)phenyl)-1H-1,2,4-triazol-1-yl)-2-(pyrimidin-5-yl)acrylamide NCCNC(\C(=C\N1N=C(N=C1)C1=CC(=CC(=C1)C(F)(F)F)C(F)(F)F)\C=1C=NC=NC1)=O